COC([C@H](N)CCC(=O)OC)=O D-glutamic acid dimethyl ester